FC(S(=O)(=O)OC1=NC(=C(C2=C1C=CS2)C2=C(C=C(C=C2OC(C)C)F)F)C2=NN1C(CN([C@@H](C1)C)C(C=C)=O)=C2)(F)F [7-(2,4-difluoro-6-isopropoxy-phenyl)-6-[(6R)-6-methyl-5-prop-2-enoyl-6,7-dihydro-4H-pyrazolo[1,5-a]pyrazin-2-yl]thieno[3,2-c]pyridin-4-yl] trifluoromethanesulfonate